NC([C@H](C[C@H]1C(NCCC1)=O)NC(=O)[C@@H]1[C@H]2C([C@H]2CN1C([C@@H](NC(C(F)F)=O)C1CC1)=O)(C)C)=O (1R,2S,5S)-N-((S)-1-amino-1-oxo-3-((S)-2-oxopiperidin-3-yl)propan-2-yl)-3-((S)-2-cyclopropyl-2-(2,2-difluoroacetamido)acetyl)-6,6-dimethyl-3-azabicyclo[3.1.0]hexane-2-carboxamide